N-[2-(2-ethoxyethylthio)ethyl]-2-methyl-propan-2-amine C(C)OCCSCCNC(C)(C)C